7-Bromo-5-(chloromethyl)-2,3-di-hydrobenzofuran BrC1=CC(=CC=2CCOC21)CCl